1-(5-bromo-6,7-difluoro-benzotriazol-1-yl)-2-methyl-propan-2-ol BrC1=CC2=C(N(N=N2)CC(C)(O)C)C(=C1F)F